O[C@H]1C[C@H](N(C1)C(C1=CC=CC=C1)(C1=CC=CC=C1)C1=CC=CC=C1)C(=O)[O-] (2s,4s)-4-hydroxy-1-tritylpyrrolidine-2-carboxylate